tert-butyl ((1s,3s)-3-((5-cyclopropylpyrimidin-2-yl)amino)cyclopentyl)carbamate C1(CC1)C=1C=NC(=NC1)N[C@@H]1C[C@H](CC1)NC(OC(C)(C)C)=O